2-(benzylsulfinyl)-1-(4-(5-(trifluoromethyl)-1,2,4-oxadiazol-3-yl)phenyl)ethan-1-one eugenolacetate (Eugenylacetate) C1(=C(OC)C=C(CC=C)C=C1)CC(=O)O.C1(=C(O)C(=CC(CC=C)=C1)CC(=O)O)OC.C(C1=CC=CC=C1)S(=O)CC(=O)C1=CC=C(C=C1)C1=NOC(=N1)C(F)(F)F